tert-butyl (R)-6-(1H-pyrazol-1-yl)-1,4-oxazepane-4-carboxylate N1(N=CC=C1)[C@@H]1CN(CCOC1)C(=O)OC(C)(C)C